Ethyl 2-(3-(4-bromo-6-chloro-1-(tetrahydro-2H-pyran-2-yl)-1H-indazol-5-yl)propoxy)acetate BrC1=C2C=NN(C2=CC(=C1CCCOCC(=O)OCC)Cl)C1OCCCC1